2-fluoro-2-norbornene FC=1C2CCC(C1)C2